1-((1S,3S)-3-butyl-1-cyclohexyl-6-methoxy-3,4-dihydroisoquinolin-2(1H)-yl)-3-(trimethylsilyl)prop-2-yn-1-one C(CCC)[C@@H]1N([C@H](C2=CC=C(C=C2C1)OC)C1CCCCC1)C(C#C[Si](C)(C)C)=O